OC(CCNC(COC=1C=C2C(=C(NC2=CC1)C1=CC(=NC=C1)C)C(C)C)=O)(C)C N-(3-Hydroxy-3-methylbutyl)-2-((3-isopropyl-2-(2-methylpyridin-4-yl)-1H-indol-5-yl)oxy)acetamid